(3-((tert-butyldimethylsilyl)oxy)-6-chloro-2-methylphenyl)-2-chloro-4-methoxypyrimidine [Si](C)(C)(C(C)(C)C)OC=1C(=C(C(=CC1)Cl)C=1C(=NC(=NC1)Cl)OC)C